COC1=CC=C(C=C1)CNC(CCC(=O)N1C(C2=CC=CC(=C2CC1)C)C1=CC=CC=C1)=O N-[(4-Methoxyphenyl)methyl]-4-(5-methyl-1-phenyl-3,4-dihydro-1H-isoquinolin-2-yl)-4-oxobutyric acid amide